COC=1C=CC2=C(C(OC3=C2C=CC(=C3)OCCCN(CC)CC)=O)C1 8-methoxy-3-(3-(diethylamino)propoxy)-6H-benzo[c]benzopyran-6-one